(2R,3S,5R)-5-((benzylthio)(imino)methyl)-2-(((4-chlorobenzoyl)oxy)methyl)tetrahydrofuran-3-yl 4-chlorobenzoate ClC1=CC=C(C(=O)O[C@@H]2[C@H](O[C@H](C2)C=NSCC2=CC=CC=C2)COC(C2=CC=C(C=C2)Cl)=O)C=C1